3-(DIMETHYLAMINO)-BENZENEPROPANOIC ACID CN(C=1C=C(C=CC1)CCC(=O)O)C